hydroxy-1,1-ethylenediphosphonic acid OC(C)(P(O)(O)=O)P(O)(O)=O